Methyl-1-(2,2-dimethyl-2,3-dihydro-1H-inden-1-yl)-1H-imidazol-5-carboxylat COC(=O)C1=CN=CN1C1C(CC2=CC=CC=C12)(C)C